OCCN1N=C2C=CC(=CC2=C1)C=1OC2=C(C=C(C=C2C(C1)=O)C)C(C)NC1=C(C(=O)O)C=CC=C1 2-((1-(2-(2-(2-hydroxyethyl)-2H-indazol-5-yl)-6-methyl-4-oxo-4H-chromen-8-yl)ethyl)amino)benzoic acid